FC1=C(C(=CC=C1)[N+](=O)[O-])N1CCC(CC1)CN1[C@H](COC[C@@H]1C)C Trans-4-((1-(2-fluoro-6-nitrophenyl)piperidin-4-yl)methyl)-3,5-dimethylmorpholine